ClC=1C=C(C=2C(=CNC2C1)C=1C=NNC1)N 6-chloro-3-(1H-pyrazol-4-yl)-1H-indol-4-amine